BrC=1C=CC(=C(C1)N(C(C(=O)OCC)=O)C(C)C)C(CC)=O ethyl 2-((5-bromo-2-propionylphenyl)(isopropyl)amino)-2-oxoacetate